anti-palmitoyl-sn-glycero-3-phosphorylcholine C(CCCCCCCCCCCCCCC)(=O)C(OP(OC[C@@H](CO)O)(=O)O)C[N+](C)(C)C